BrC1=NC(=CC(=C1)[N+](=O)[O-])C 2-bromo-6-methyl-4-nitropyridine